ClC1=C(C=CC=C1)C1=C(C=CC(=C1)C(F)(F)F)S(=O)(=O)N1CC[C@@](CCC1)(C(=O)N[C@H](C)\C=C/S(=O)(=O)C)F (S)-1-((2'-chloro-5-(trifluoromethyl)-[1,1'-biphenyl]-2-yl)sulfonyl)-4-fluoro-N-((R,Z)-4-(methylsulfonyl)but-3-en-2-yl)azepane-4-carboxamide